5-acetyl-N,1-bis(2-chlorophenyl)-2-methyl-6-oxo-1,6-dihydropyridine-3-carboxamide C(C)(=O)C1=CC(=C(N(C1=O)C1=C(C=CC=C1)Cl)C)C(=O)NC1=C(C=CC=C1)Cl